2-[3-(4-chloro-3-fluorophenyl)-1-ethyl-1H-1,2,4-triazol-5-yl]-N-[(3-fluoro-5-methylphenyl)methyl]acetamide ClC1=C(C=C(C=C1)C1=NN(C(=N1)CC(=O)NCC1=CC(=CC(=C1)C)F)CC)F